{4-[2-(Acryloylamino)-2-methylpropyl]Phenyl}(oxo)acetic acid ethyl ester C(C)OC(C(=O)C1=CC=C(C=C1)CC(C)(C)NC(C=C)=O)=O